C(C)[N+](CCCOC1=CC=C(C=C1)C)(CC)[O-] N,N-diethyl-3-(p-tolyloxy)propan-1-amine oxide